C1(=CC=CC=2C3=CC=CC=C3CC12)[Zr](C)(C)NC(C)(C)C fluorenyl-tert-butylamino-dimethyl-zirconium